1-[4-fluoro-2-methyl-5-(trifluoromethyl)phenyl]-3-[(1S)-1-(2-pyrimidin-2-yl-1,2,4-triazol-3-yl)ethyl]urea FC1=CC(=C(C=C1C(F)(F)F)NC(=O)N[C@@H](C)C=1N(N=CN1)C1=NC=CC=N1)C